3-cyclopropyl-6-(4-cyclopropyl-6-methoxypyrimidin-5-yl)-1-(4-(5-methyl-3-(trifluoromethyl)-1H-pyrazol-1-yl)benzyl)-1H-pyrazolo[3,4-d]pyrimidine C1(CC1)C1=NN(C2=NC(=NC=C21)C=2C(=NC=NC2OC)C2CC2)CC2=CC=C(C=C2)N2N=C(C=C2C)C(F)(F)F